2-[6-[[(3R,4S)-3-fluoro-2,2,6,6-tetramethyl-4-piperidyl]oxy]pyridazin-3-yl]-5-(1H-pyrazol-4-yl)pyridin-3-ol F[C@@H]1C(NC(C[C@@H]1OC1=CC=C(N=N1)C1=NC=C(C=C1O)C=1C=NNC1)(C)C)(C)C